NC(C(=O)O)(CCCCB(O)O)C1CCN(CC1)C(C1=CC=C(C=C1)Cl)=O 2-amino-6-borono-2-(1-(4-chlorobenzoyl)piperidin-4-yl)hexanoic acid